3-tert-Butyl-[1,2,4]oxadiazole-5-carboxylic acid {(S)-6-[2-(1-isopropyl-1H-pyrazol-4-yl)-3H-imidazo[4,5-b]pyridin-7-yl]-1,2,3,4-tetrahydro-naphthalen-1-yl}-amide C(C)(C)N1N=CC(=C1)C1=NC=2C(=NC=CC2C=2C=C3CCC[C@@H](C3=CC2)NC(=O)C2=NC(=NO2)C(C)(C)C)N1